rel-N-[(1S)-1-(6-cyanopyridin-2-yl)ethyl]-1-(6-fluoro-4-methyl-2-oxo-1H-quinolin-3-yl)cyclopropane-1-carboxamide C(#N)C1=CC=CC(=N1)[C@H](C)NC(=O)C1(CC1)C=1C(NC2=CC=C(C=C2C1C)F)=O |o1:8|